N-(6-(1-cyanospiro[2.2]pentan-1-yl)isoquinolin-3-yl)-2-(4-isopropylmorpholin-2-yl)acetamide C(#N)C1(CC12CC2)C=2C=C1C=C(N=CC1=CC2)NC(CC2CN(CCO2)C(C)C)=O